4-morpholinobicyclo[2.2.2]octane-1-carboxylic acid O1CCN(CC1)C12CCC(CC1)(CC2)C(=O)O